N-allyl-N-(6-chlorohexynyl)p-methoxybenzenesulfonamide C(C=C)N(S(=O)(=O)C1=CC=C(C=C1)OC)C#CCCCCCl